(2R)-2-{[2-(1-benzofuran-6-carbonyl)-5,7-dichloro-1,2,3,4-tetrahydroisoquinolin-6-yl]formamido}-3-(3-methanesulfonylphenyl)propanoic acid O1C=CC2=C1C=C(C=C2)C(=O)N2CC1=CC(=C(C(=C1CC2)Cl)C(=O)N[C@@H](C(=O)O)CC2=CC(=CC=C2)S(=O)(=O)C)Cl